N-((S)-(4,4-difluorocyclohexyl)(5-(((S)-2-oxo-4-(trifluoromethyl)imidazolidin-1-yl)methyl)benzo[d]oxazol-2-yl)methyl)-2,2-difluoro-2-(p-tolyl)acetamide FC1(CCC(CC1)[C@H](NC(C(C1=CC=C(C=C1)C)(F)F)=O)C=1OC2=C(N1)C=C(C=C2)CN2C(N[C@@H](C2)C(F)(F)F)=O)F